(2S,5R)-7-oxo-2-(N-(propylsulfonyl)carbamimidoyl)-1,6-diazabicyclo[3.2.1]octan-6-yl hydrogen sulfate S(=O)(=O)(ON1[C@@H]2CC[C@H](N(C1=O)C2)C(NS(=O)(=O)CCC)=N)O